4-(((3S,4R)-1-((2-bromophenyl)sulfonyl)-4-hydroxy-4-(hydroxymethyl)pyrrolidin-3-yl)oxy)-2-fluorobenzonitrile BrC1=C(C=CC=C1)S(=O)(=O)N1C[C@@H]([C@@](C1)(CO)O)OC1=CC(=C(C#N)C=C1)F